FC=1C(=C2C(=NC(=NN2C1)NC1CCC(CC1)(O)C)OC)C=1C=CC2=C(N(C(=N2)C)CCF)C1 (1s,4s)-4-((6-fluoro-5-(1-(2-fluoroethyl)-2-methyl-1H-benzo[d]imidazol-6-yl)-4-methoxypyrrolo[2,1-f][1,2,4]triazin-2-yl)amino)-1-methylcyclohexan-1-ol